3-(1H-tetrazol-5-yl)-propoxy-benzamide N1N=NN=C1CCCOC1=C(C(=O)N)C=CC=C1